C1(=CC=C(C2=CC=CC=C12)B(O)O)C1=CC2=CC=CC=C2C=C1 [1,2'-Binaphthalen]-4-ylboronic acid